[N+](=O)([O-])C1=CC=2OCC3N(C2N=C1)CCNC3 3-nitro-6a,7,9,10-tetrahydropyrazino[1,2-d]pyrido[3,2-b][1,4]oxazine